C(C)(=O)C1=CC=C(C=C1)N1CCNCC1 1-(4-Acetylphenyl)piperazine